3-((6-chloro-4-(4-(hydroxymethyl)-4-methylpiperidin-1-yl)pyridin-3-yl)ethynyl)-6,7-dihydropyrazolo[1,5-a]pyrazine-5(4H)-carboxylic acid tert-butyl ester C(C)(C)(C)OC(=O)N1CC=2N(CC1)N=CC2C#CC=2C=NC(=CC2N2CCC(CC2)(C)CO)Cl